(S)-2-((tert-butoxycarbonyl)amino)-3-(4-((diethoxyphosphoryl)difluoromethyl)phenyl)propanoic acid C(C)(C)(C)OC(=O)N[C@H](C(=O)O)CC1=CC=C(C=C1)C(F)(F)P(=O)(OCC)OCC